CC(CS)(CS)C 2,2-Dimethyl-1,3-Propandithiol